OC1=C(C=CC=C1)C(C1=CC2=CC=CC=C2C=C1)P(OC)(=O)C1=CC=CC=C1 Methyl ((2-hydroxyphenyl)(naphthalen-2-yl)methyl)(phenyl)phosphinate